NC1=C(C(=O)N2CCC(CC2)C2=C3C(=NC=C2)NC(=N3)[C@@H]3CC(CN(C3)C(=O)OC(C)(C)C)(F)F)C=CC(=C1)OC(F)(F)F |r| (Rac)-tert-butyl 5-[7-[1-[2-amino-4-(trifluoromethoxy)benzoyl]-4-piperidyl]-3H-imidazo[4,5-b]pyridin-2-yl]-3,3-difluoro-piperidine-1-carboxylate